3-(4-(tert-butyl)phenyl)azetidine 4-methylbenzenesulfonate CC1=CC=C(C=C1)S(=O)(=O)O.C(C)(C)(C)C1=CC=C(C=C1)C1CNC1